[Br-].C(CCCC)N amyl-amine bromide